2-((1S,4r)-4-(2-(2-((S)-3-hydroxypyrrolidin-1-yl)-2-oxoethyl)imidazo[4,5-d]pyrrolo[2,3-b]pyridin-1(6H)-yl)cyclohexyl)acetonitrile O[C@@H]1CN(CC1)C(CC1=NC=2C(=C3C(=NC2)NC=C3)N1C1CCC(CC1)CC#N)=O